(2E,2'E)-2,2'-(1-(5-(3-morpholinopropyl)furan-2-yl)ethane-1,2-diylidene)bis(N-ethylhydrazine-1-carbothioamide) O1CCN(CC1)CCCC1=CC=C(O1)\C(\C=N\NC(NCC)=S)=N\NC(NCC)=S